C(C)C=1C=NN2C1N=C(N=C2N(CC2=NC1=C(N2COCC[Si](C)(C)C)C=CC=C1)CC1=CC=C(C=C1)OC)N1CCN(CC1)C 8-ethyl-N-(4-methoxybenzyl)-2-(4-methylpiperazin-1-yl)-N-[(1-{[2-(trimethylsilyl)ethoxy]methyl}-1H-benzimidazol-2-yl)methyl]pyrazolo[1,5-a][1,3,5]triazin-4-amine